N-(4-fluoro-2,6-diisopropylphenyl-carbamoyl)-4-(2-hydroxypropan-2-yl)thiophene-2-sulfonamide FC1=CC(=C(C(=C1)C(C)C)NC(=O)NS(=O)(=O)C=1SC=C(C1)C(C)(C)O)C(C)C